ClC1=NC=CC(=N1)C1=CC=2C(N(CC3(C2N1)CN(CCC3)C(=O)OC(C)(C)C)CC3=C(C=C(C=C3OC)OC)OC)=O tert-butyl 2'-(2-chloropyrimidin-4-yl)-4'-oxo-5'-(2,4,6-trimethoxybenzyl)-1',4',5',6'-tetrahydrospiro[piperidine-3,7'-pyrrolo[3,2-c]pyridine]-1-carboxylate